N1=CC=C2N1CCC=N2 6,7-dihydro-pyrazolo[1,5-a]pyrimidine